[C-]#N.[K+] potassium cyanide